1-[3,3-bis(hydroxymethyl)azetidin-1-yl]-3-[2-(trifluoromethyl)[1,1'-biphenyl]-4-yl]prop-2-yn-1-one OCC1(CN(C1)C(C#CC1=CC(=C(C=C1)C1=CC=CC=C1)C(F)(F)F)=O)CO